N-(2-methyl-2H-indazol-5-yl)propionamide CN1N=C2C=CC(=CC2=C1)NC(CC)=O